2-(7-(3,5-difluorophenyl)-2-(ethylthio)pyrazolo[1,5-a]pyrimidin-3-yl)-3-methyl-6-(trifluoromethyl)-3H-imidazo[4,5-b]pyridine FC=1C=C(C=C(C1)F)C1=CC=NC=2N1N=C(C2C2=NC=1C(=NC=C(C1)C(F)(F)F)N2C)SCC